NC=1SC2=C(N1)C=CC(=C2)N(C(=O)NC2=CC=C(C=C2)C(F)(F)F)CCN2CCN(CC2)C (2-aminobenzo[d]thiazol-6-yl)-1-[2-(4-methylpiperazin-1-yl)ethyl]-3-(4-trifluoromethylphenyl)urea